C1(CC1)C1=NC(=NC=C1C(F)(F)F)NC=1C=NN(C1C)C1CCC(N(C1)CC)=O 5-(4-((4-cyclopropyl-5-(trifluoromethyl)pyrimidin-2-yl)amino)-5-methyl-1H-pyrazol-1-yl)-1-ethylpiperidin-2-one